C(#N)C1=C(C=CC=C1)N1CCC(CC1)CCC(=O)NC1=CC=CC=2N1C=CN2 3-(1-(2-cyanophenyl)piperidin-4-yl)-N-(imidazo[1,2-a]pyridin-5-yl)propanamide